(2R)-2-(4-fluorophenyl)-2-methyl-1H,2H,3H-pyrrolo[2,3-b]pyridine-5-carboxylic acid methyl ester COC(=O)C=1C=C2C(=NC1)N[C@@](C2)(C)C2=CC=C(C=C2)F